ICCCCCCCCCI 1,9-diiodiononane